5-(4-((2-(3-ethylureido)pyridin-4-yl)methyl)-2-oxopiperazin-1-yl)-N,6-dimethylpicolinamide C(C)NC(NC1=NC=CC(=C1)CN1CC(N(CC1)C=1C=CC(=NC1C)C(=O)NC)=O)=O